NC1=CC=CC=2C(C3=CC=CC=C3C(C12)=O)=O 1-Amino-anthraquinone